FC1=C(COC2=CC=3C[C@@H]4[C@H](C3C=C2)[C@H]4C(=O)O)C=C(C=C1)C=1C(=NC(=CC1)N1CCC(CC1)O)C (1S,1aS,6aR)-4-((2-fluoro-5-(6-(4-hydroxypiperidin-1-yl)-2-methylpyridin-3-yl)benzyl)oxy)-1,1a,6,6a-tetrahydrocyclopropa[a]indene-1-carboxylic acid